COC=1C=C(C=C2CCN(C(C12)=O)CC(F)(F)F)C1=CN=C2N1C=CC(=C2)OCCN2C1COCC2CC1 8-methoxy-6-[7-[2-(3-oxa-8-azabicyclo[3.2.1]octan-8-yl)ethoxy]imidazo[1,2-a]pyridin-3-yl]-2-(2,2,2-trifluoroethyl)-3,4-dihydroisoquinolin-1-one